1-[4-(3-amino-phenyl)-6-(pyridin-4-ylamino)-[1,3,5]Triazin-2-yl-amino]-2-methyl-propane NC=1C=C(C=CC1)C1=NC(=NC(=N1)NC1=CC=NC=C1)NCC(C)C